FC(C1=NC2=CC=CC=C2C(=C1)NC1CCC(CC1)NC(=O)C1=CC2=C(OCO2)C=C1)(F)F N-[(1s,4s)-4-{[2-(trifluoromethyl)quinolin-4-yl]amino}cyclohexyl]-2H-1,3-benzodioxole-5-carboxamide